C(C(C)C)OC(C(C(C(=O)OCC(C)C)CCCC)CCCC)=O 2,3-Dibutylsuccinic acid diisobutyl ester